N-(4-hydroxypent-2-yl)-N-methylbenzamide OC(CC(C)N(C(C1=CC=CC=C1)=O)C)C